O1C(CCC1)C1=C(C=NC=2N1N=CC2)C(=O)O 7-(tetrahydrofuran-2-yl)pyrazolo[1,5-a]pyrimidine-6-carboxylic acid